[2-(methacryloyloxy)ethyl]-trimethyl-ammonium chloride [Cl-].C(C(=C)C)(=O)OCC[N+](C)(C)C